C(C)N(CC(C)N(CC)CC)CC N,N,N',N'-tetraethyl-1,2-propylenediamine